2-(4-(chloromethyl)-2,6-difluorophenyl)-1-methyl-4-(trifluoromethyl)-1H-imidazole ClCC1=CC(=C(C(=C1)F)C=1N(C=C(N1)C(F)(F)F)C)F